2-(benzyloxy)-3,4,5,6-tetrafluoro-N-methyl-benzenesulfonamide C(C1=CC=CC=C1)OC1=C(C(=C(C(=C1F)F)F)F)S(=O)(=O)NC